C1(CC1)NC(C1=C(C=C(C=C1OC)C1=CN=C2N1C=CC(=C2)OCC(F)(F)F)OC(F)F)=O N-cyclopropyl-2-(difluoromethoxy)-6-methoxy-4-[7-(2,2,2-trifluoroethoxy)imidazo[1,2-a]pyridin-3-yl]benzamide